4,4'-methylene-bis(tetrahydro-1,2,4-thiadiazine) C(N1CNSCC1)N1CNSCC1